Eicosanoic acid sodium [Na].C(CCCCCCCCCCCCCCCCCCC)(=O)O